ClC1=NC=CC(=C1)OC=1C(=NN(C1)CCF)C1CCOCC1 2-chloro-4-((1-(2-fluoroethyl)-3-(tetrahydro-2H-pyran-4-yl)-1H-pyrazol-4-yl)oxy)pyridine